3-(tert-butoxyphenylphosphinyl)-2-methyl-propionic acid tert-butyl ester C(C)(C)(C)OC(C(CP(=O)(C1=CC=CC=C1)OC(C)(C)C)C)=O